C(=O)(OC(C)(C)C)NS(=O)(=O)C=1CN(N(C1)CC=1N=C2N(C=C(C=C2)C2CC2)C1)CC=1C(=NC(=CC1C)N)C N-(Boc)2-((6-amino-2,4-dimethylpyridin-3-yl)methyl)-1-((6-cyclopropylimidazo[1,2-a]pyridin-2-yl)methyl)-1H-pyrazole-4-sulfonamide